N-(5-(ethylthio)-1,3,4-thiadiazol-2-yl)-2-((1-(4-fluorophenyl)-4-oxo-4,5-dihydro-1H-pyrazolo[3,4-d]pyrimidin-6-yl)thio)acetamide C(C)SC1=NN=C(S1)NC(CSC=1NC(C2=C(N1)N(N=C2)C2=CC=C(C=C2)F)=O)=O